O=S1(CC(CCC1)N)=O 1,1-dioxothian-3-amine